FC=1C=CC(=C2CCC(NC12)=O)O 8-fluoro-5-hydroxy-3,4-dihydro-2(1H)-quinolinone